COC(=O)[C@H]1N[C@H](CC1)C(C)C (2s,5r)-5-isopropyl-pyrrolidine-2-carboxylic acid methyl ester